2-[4-(2-Amino-[1,2,4]triazolo[1,5-a]pyridin-7-yl)pyrazol-1-yl]-N-[2-fluoro-4-(2-hydroxypropan-2-yl)phenyl]acetamide NC1=NN2C(C=C(C=C2)C=2C=NN(C2)CC(=O)NC2=C(C=C(C=C2)C(C)(C)O)F)=N1